C(C)(C)(C)NC(=O)C1=CC=2N(C=C1NC(C1=NC(=CC=C1)C(F)(F)F)=O)C=C(N2)C2CCOCC2 N-(tert-butyl)-2-(tetrahydro-2H-pyran-4-yl)-6-(6-(trifluoromethyl)picolinamido)imidazo[1,2-a]pyridine-7-carboxamide